4-(4-hydroxy-3,5-dimethoxyphenyl)-5-methyl-6-p-chlorophenyl-2-amino-3-cyanopyridine OC1=C(C=C(C=C1OC)C1=C(C(=NC(=C1C)C1=CC=C(C=C1)Cl)N)C#N)OC